neopentyl glycol dicaprylate dicaprate OC(=O)CCCCCCCCC.OC(=O)CCCCCCCCC.C(CCCCCCC)(=O)O.C(CCCCCCC)(=O)O.OCC(C)(CO)C